FC1(OC2=C(O1)C=CC(=C2)C=2C(C(=CN1C2N=C(C=C1)NCC(F)(F)F)C1=CC2=CN(N=C2C=C1)C)=O)F 9-(2,2-difluoro-1,3-benzodioxol-5-yl)-7-(2-methyl-2H-indazol-5-yl)-2-[(2,2,2-trifluoroethyl)amino]-8H-pyrido[1,2-a]pyrimidin-8-one